The molecule is a para-terphenyl that is the 4''-deoxy derivative of terphenyllin. It has been isolated from Aspergillus taichungensis. It has a role as an Aspergillus metabolite. It is a para-terphenyl, a dimethoxybenzene and a member of phenols. It derives from a terphenyllin. COC1=C(C(=C(C(=C1)C2=CC=CC=C2)OC)O)C3=CC=C(C=C3)O